C(C)(C)N1N=C(C2=C1C(N(N=C2)CC(=O)N[C@@H](C)C2=NC=C(C=C2)C(F)(F)F)=O)C (S)-2-(1-isopropyl-3-methyl-7-oxo-1,7-dihydro-6H-pyrazolo[3,4-d]pyridazin-6-yl)-N-(1-(5-(trifluoromethyl)pyridin-2-yl)ethyl)acetamide